1-[(8aS)-6-Chloro-5-(2-hydroxyphenyl)-8a,9,11,12-tetrahydropyrazino[2',1':3,4][1,4]oxazepino[5,6,7-de]quinazolin-10(8H)-yl]prop-2-en-1-one ClC1=C2C3=C(N=CN=C3C=C1C1=C(C=CC=C1)O)N1[C@H](CO2)CN(CC1)C(C=C)=O